OC=1C=C2CC[C@@H]([C@@H](C2=CC1)C1=CC=C(C=C1)N1CCC(CC1)CCN1CCN(CC1)C1=CC=C(C=C1)C1C(NC(CC1)=O)=O)C1=CC=CC=C1 3-(4-(4-(2-(1-(4-((1R,2S)-6-hydroxy-2-phenyl-1,2,3,4-tetrahydronaphthalen-1-yl)phenyl)piperidin-4-yl)ethyl)piperazin-1-yl)phenyl)piperidine-2,6-dione